(R)-1-(4-((5-(1-(2,2-difluoropropyl)-1H-benzo[d][1,2,3]triazol-6-yl)-6-fluoro-4-methoxypyrrolo[2,1-f][1,2,4]triazin-2-yl)amino)-3,3-difluoropiperidin-1-yl)-2-hydroxyethan-1-one FC(CN1N=NC2=C1C=C(C=C2)C=2C(=CN1N=C(N=C(C12)OC)N[C@H]1C(CN(CC1)C(CO)=O)(F)F)F)(C)F